5-((tert-butoxycarbonyl)amino)-2-(1,3-dioxoisoindolin-2-yl)-3-fluorocyclohexyl 4-nitrobenzoate [N+](=O)([O-])C1=CC=C(C(=O)OC2C(C(CC(C2)NC(=O)OC(C)(C)C)F)N2C(C3=CC=CC=C3C2=O)=O)C=C1